FC(C(=O)O)(F)F.CC1=C(C(=O)N[C@H](C)C2=CC=CC3=CC=CC=C23)C=C(C=C1)NS(=O)(=O)N1CCNCC1 (R)-2-methyl-N-(1-(naphthalen-1-yl)ethyl)-5-(piperazine-1-sulfonamido)benzamide 2,2,2-trifluoroacetate